S(N)(=O)(=O)C1=C(N=C(S1)N(C(CC1=CC=C(C=C1)C1=NC=CC=C1)=O)C)C N-[5-(sulfamoyl)-4-methyl-1,3-thiazol-2-yl]-N-methyl-2-[4-(2-pyridyl)-phenyl]acetamide